(S)-2-Chloro-4-(5-(7-(pyrrolidin-1-yl)-6,7,8,9-tetrahydro-5H-benzo[7]annulen-2-yl)-1H-pyrazolo[3,4-b]pyridin-3-yl)benzamide ClC1=C(C(=O)N)C=CC(=C1)C1=NNC2=NC=C(C=C21)C=2C=CC1=C(CC[C@H](CC1)N1CCCC1)C2